OC1=C(C(=O)C2=CC=CC=C2)C=CC(=C1)OCCCCCCCCCCCCCCCCC 2-hydroxy-4-heptadecyloxybenzophenone